C(C1=CC=CC=C1)ON1[C@@H]2CC[C@H](N(C1=O)C2)C(NC(=O)[C@H]2CN(CC2)C)=N (3R)-N-(((2S,5R)-6-(benzyloxy)-7-oxo-1,6-diazabicyclo[3.2.1]octan-2-yl)(imino)methyl)-1-methylpyrrolidine-3-carboxamide